ONO di-hydroxyamine